ClC1=[N+](C2=CC(=CC=C2C=C1)CN(C(C)=O)C1=C(C=CC=C1)S(=O)(=O)C)[O-] 2-chloro-7-{[N-(2-methanesulfonylphenyl)acetamido]methyl}quinolin-1-ium-1-olate